(2S,3R)-tartaric acid C(C(O)C(O)C(=O)O)(=O)O